C(C1=C(C(=C(C(=C1F)F)F)F)F)O The molecule is an organofluorine compound that is benzyl alcohol substituted by fluoro groups at positions 2, 3, 4, 5 and 6. It is a member of benzyl alcohols and an organofluorine compound.